6-chloro-N-(2,2-difluoroethyl)-5-(piperazin-1-yl)picolinamide ClC1=C(C=CC(=N1)C(=O)NCC(F)F)N1CCNCC1